FC(C(=O)[O-])(F)F.N1(N=CC=C1)C=1C=C(C=CC1)C1=C(C(=C(C=C1)S(=O)(=O)CC[NH3+])S(N)(=O)=O)C1=NN=NN1 2-((3'-(1H-pyrazol-1-yl)-3-sulfamoyl-2-(1H-tetrazol-5-yl)-[1,1'-biphenyl]-4-yl)sulfonyl)ethanaminium 2,2,2-trifluoroacetate